dimethyl-(3,4,5-trimethoxybenzyl)sulfonium triflate [O-]S(=O)(=O)C(F)(F)F.C[S+](CC1=CC(=C(C(=C1)OC)OC)OC)C